N1CCC(CC1)C1=NOC2=C1C=CC(=C2)C(F)(F)F 3-(4-Piperidyl)-6-(trifluoromethyl)-1,2-benzoxazole